C1(=CC=CC=C1)C=1N=NN(C1)CC(=O)OC1=C(C(=C(C(=C1F)F)F)F)F perfluorophenyl 2-(4-phenyl-1H-1,2,3-triazol-1-yl)acetate